OC1=CC=C(C=C1)C=CC(=O)N[C@@H](CC1=CC=C(C=C1)O)C(=O)O N-[3-(4-hydroxyphenyl)acryloyl]-L-tyrosine